FC1(CCN(CC1)C(CCCCCCNC=1C=CC2=C(C(=CO2)C2C(NC(CC2)=O)=O)C1)=O)F 3-(5-((7-(4,4-difluoropiperidin-1-yl)-7-oxoheptyl)amino)benzofuran-3-yl)piperidine-2,6-dione